COC=1C=C2C=CN(C2=CC1)CC(C)(N(C)C)C 1-(5-methoxy-1H-indol-1-yl)-N,N,2-trimethylpropan-2-amine